ClC1=NC(=C2N=C(N(C2=N1)CC)N1CCOCC1)N1CCOCC1 4,4'-(2-chloro-9-ethyl-9H-purin-6,8-diyl)dimorpholine